O1[C@@H](CC1)CN1C(=NC2=C1C=C(C=C2)C(=O)OC(C)(C)C)CN2CCC(CC2)C2=NC(=CC=C2)OCC=2C=CC=C1C=CC=NC21 Tert-butyl (S)-1-(oxetan-2-ylmethyl)-2-((4-(6-(quinolin-8-ylmethoxy) pyridin-2-yl) piperidin-1-yl) methyl)-1H-benzo[d]imidazole-6-carboxylate